(2S,4R)-1-[(2S)-2-[(2-bromoacetyl)amino]-3,3-dimethyl-butanoyl]-N-[(4-ethynylphenyl)methyl]-4-hydroxy-pyrrolidine-2-carboxamide BrCC(=O)N[C@H](C(=O)N1[C@@H](C[C@H](C1)O)C(=O)NCC1=CC=C(C=C1)C#C)C(C)(C)C